2-(2,4-bis(trifluoromethyl)phenyl)-N-((5-(5-cyclopentylpyridin-2-yl)-1,3,4-oxadiazol-2-yl)methyl)-N-(4-fluorophenyl)acetamide FC(C1=C(C=CC(=C1)C(F)(F)F)CC(=O)N(C1=CC=C(C=C1)F)CC=1OC(=NN1)C1=NC=C(C=C1)C1CCCC1)(F)F